1,1,1,2,2-pentafluoro-3-chloropropane FC(C(CCl)(F)F)(F)F